C(C)(=O)N1[C@@H](CC[C@@H](C1)O)C(=O)O (2S,5S)-1-acetyl-5-hydroxypiperidine-2-carboxylic acid